C(=O)([O-])C(O)C(O)C(=O)[O-].[Na+].[Na+] Natrium tartrat